BrC=1C(=CC=C2CCN=C(C12)C)O 8-bromo-1-methyl-3,4-dihydroisoquinolin-7-ol